NCCCCN(C/C=C/C(=O)OCC)C ethyl (E)-4-[4-aminobutyl(methyl)amino]but-2-enoate